Cl[C@H]1[C@@H](O[C@@H]([C@H]1O)CO)N1C=NC=2C(N)=NC=NC12 2'-chloro-2'-deoxyadenosine